1-methyl-N-(5-(pyridin-2-yl)pyrazin-2-yl)pyrrolidine-3-carboxamide CN1CC(CC1)C(=O)NC1=NC=C(N=C1)C1=NC=CC=C1